4-(3-amino-4-ethoxyphenoxy)butane-1-sulfonic acid NC=1C=C(OCCCCS(=O)(=O)O)C=CC1OCC